FC1=C(C=C(C=C1)C(O)C1=NC=CN=C1OC)C1=NC=NC2=CC(=CC=C12)N1CCOCC1 [4-Fluoro-3-(7-morpholin-4-ylquinazolin-4-yl)phenyl]-(3-methoxypyrazin-2-yl)methanol